phenylethyl-amine chloride [Cl-].C1(=CC=CC=C1)CCN